4-chloro-6-cyclopropylpyrimidine ClC1=NC=NC(=C1)C1CC1